O-benzyl-N-(t-butoxycarbonyl)serine C(C1=CC=CC=C1)OC[C@H](NC(=O)OC(C)(C)C)C(=O)O